2-(piperidin-1-yl)nicotinic acid N1(CCCCC1)C1=C(C(=O)O)C=CC=N1